COC1=CC=C(C=C1)CN(S(=O)(=O)C1=C(C=C(C=C1)CC1=C(C(=CN1C1=CC(=CC=C1)Br)C(=O)N)CC1CC1)F)CC1=CC=C(C=C1)OC 5-[[4-[bis[(4-methoxyphenyl)methyl]sulfamoyl]-3-fluoro-phenyl]methyl]-1-(3-bromophenyl)-4-(cyclopropylmethyl)pyrrole-3-carboxamide